ClC=1C(=C(C=CC1F)[C@@H](NC(=O)N1[C@@H](C(NCC1)=O)C)[C@@H]1C[C@H](C1)OC)F |o1:8| (2R)-N-((S or R)-(3-chloro-2,4-difluoro-phenyl)(trans-3-methoxycyclobutyl)-methyl)-2-methyl-3-oxopiperazine-1-carboxamide